ClC1=C(C=CC=C1)CN1OCC(C1=O)(C)C 2-(2-chlorophenyl)methyl-4,4-dimethyl-3-isoxazolidone